C(C)(C)[Si]1(O[Si](OCC2C(O1)CC(S2)SCC2=CC=C(C=C2)OCCCCCCCC)(C(C)C)C(C)C)C(C)C 2,2,4,4-tetraisopropyl-8-((4-(octyloxy)benzyl)thio)tetrahydro-6H-thieno[3,2-f][1,3,5,2,4]trioxadisilocine